3-(difluoromethoxy)-5-(morpholinomethyl)aniline FC(OC=1C=C(N)C=C(C1)CN1CCOCC1)F